1-(3-(2-(methylsulfonyl)-10H-phenothiazin-10-yl)propyl)piperidine-4-carboxamide CS(=O)(=O)C1=CC=2N(C3=CC=CC=C3SC2C=C1)CCCN1CCC(CC1)C(=O)N